NC=1C(NC(N(N1)C1=CC(=C(C(=C1)Cl)OC1=NNC(C=2C(CCCC12)(CC)CC)=O)Cl)=O)=O 6-amino-2-(3,5-dichloro-4-((5,5-diethyl-4-oxo-3,4,5,6,7,8-hexahydrophthalazin-1-yl)oxy)phenyl)-1,2,4-triazine-3,5(2H,4H)-dione